FC(C#C[C@H]1CN=C2N1C1=CC=C(C=C1C(N2CC=2C=NN(C2)C)=O)S(=O)(=O)NC2(CC2)C)F (1S)-1-(3,3-difluoroprop-1-yn-1-yl)-N-(1-methylcyclopropyl)-4-[(1-methylpyrazol-4-yl)methyl]-5-oxo-1H,2H-imidazo[1,2-a]quinazoline-7-sulfonamide